B(O)(O)C=1C=C(C=C(C1)[N+](=O)[O-])N(CCCNC=1C=C(C=C(C1)[N+](=O)[O-])B(O)O)CC(=O)ON1C(CCC1=O)=O (3-((3-((3-borono-5-nitrophenyl)(2-((2,5-dioxopyrrolidin-1-yl)oxy)-2-oxoethyl)amino)propyl)amino)-5-nitrophenyl)boronic acid